ClC=1C(=C(C=CC1)NC1=NC=NC2=CC(=C(C=C12)[N+](=O)[O-])C#CC1(CN(CC1)C(=O)OC(C)(C)C)F)F tert-butyl 3-((4-((3-chloro-2-fluorophenyl) amino)-6-nitroquinazolin-7-yl) ethynyl)-3-fluoropyrrolidine-1-carboxylate